ClC1=NC(=CC(=C1)N1[C@@H]2CO[C@H](C1)C2)OCC2=CC=C(C=C2)OC (1S,4S)-5-(2-Chloro-6-((4-methoxybenzyl)oxy)pyridin-4-yl)-2-oxa-5-azabicyclo[2.2.1]heptane